S(=O)(=O)(O)O.NC1=NC(=C(C(=N1)N)N)O 2,4,5-TRIAMINO-6-HYDROXYPYRIMIDINE SULFATE